O[C@H]1[C@@H](O[C@@H]([C@H]1O)CO)N1N=CC(=NC1=O)NC(CCCCCCCCCCC)=O N-(2-((2R,3R,4S,5R)-3,4-DIHYDROXY-5-(HYDROXY-METHYL)TETRAHYDROFURAN-2-YL)-3-OXO-2,3-DIHYDRO-1,2,4-TRIAZIN-5-YL)DODECANAMIDE